2-amino-7-butyl-9-((2R,3R,5S)-3-hydroxy-5-(hydroxymethyl)tetrahydrofuran-2-yl)-7,9-dihydro-1H-purin-6,8-dion NC=1NC(C=2N(C(N(C2N1)[C@@H]1O[C@@H](C[C@H]1O)CO)=O)CCCC)=O